N([C@@H](CC(C)C)C(=O)O)([2H])[2H] L-leucine-d2